(R)-6-(3-(5-(3-Hydroxy-1-methyl-2-oxopyrrolidin-3-yl)isoxazol-3-yl)phenyl)-4-(trifluoromethyl)picolinamide O[C@@]1(C(N(CC1)C)=O)C1=CC(=NO1)C=1C=C(C=CC1)C1=CC(=CC(=N1)C(=O)N)C(F)(F)F